ClC=1C=C2CCCN(C2=C(C1)C1=C2C(=NC=C1)C=C(S2)CO)[C@@H]2CN(CC2)C(=O)OC(C)(C)C (S)-tert-butyl 3-(6-chloro-8-(2-(hydroxymethyl)thieno[3,2-b]pyridin-7-yl)-3,4-dihydroquinolin-1(2H)-yl)pyrrolidine-1-carboxylate